C(C)(C)(C)OC(=O)NC12CCC(CC1)C2 4-[(tert-butoxycarbonyl)amino]bicyclo[2.2.1]heptan